(2S,5R)-N-{[(2R,4R)-4-Cyanomethyl-pyrrolidin-2-yl]methyloxy}-7-oxo-6-(sulfooxy)-1,6-diazabicyclo[3.2.1]octane-2-carboxamide C(#N)C[C@H]1C[C@@H](NC1)CONC(=O)[C@H]1N2C(N([C@H](CC1)C2)OS(=O)(=O)O)=O